dl-m-methoxyphenyl-imidazole COC=1C=C(C=CC1)C=1NC=CN1